(S)-2-(1-propenylpiperidin-2-yl)-1-amino-4-(4-(thiazol-2-ylcarbamoyl)phenyl)-1H-imidazole-5-carboxamide C(=CC)N1[C@@H](CCCC1)C=1N(C(=C(N1)C1=CC=C(C=C1)C(NC=1SC=CN1)=O)C(=O)N)N